N1C=NC(=C1)C1=NC2=CC=C3C(=C2C=2CCCCC12)C=NN3 7-(1H-imidazol-4-yl)-8,9,10,11-tetrahydro-3H-pyrazolo[4,3-a]phenanthridine